6'-chloro-N,6-dimethyl-[2,2'-bipyridine]-4-carboxamide ClC1=CC=CC(=N1)C1=NC(=CC(=C1)C(=O)NC)C